C1=CC(=CC=2C3=CC=CC=C3C=CC12)OS(=O)(=O)C1=CC=CC2=CC=CC=C12 phenanthren-3-ylnaphthalene-1-sulfonate